N-benzyl-methallylbicyclo[2.2.1]hept-5-ene-2,3-dicarboximide C(C1=CC=CC=C1)N1C(=O)C2C3(C=CC(C2C1=O)C3)CC(C)=C